C(C)(C)(C)OC(=O)N(C1=NC=CC(=C1F)CC=1C(=C(C=NC1)NC1CC2(CN(C2)C(=O)OC(C)(C)C)C1)C)C(=O)OC(C)(C)C tert-butyl 6-[[5-[[2-[bis(t-butoxycarbonyl) amino]-3-fluoro-4-pyridinyl] methyl]-4-methyl-3-pyridinyl] amino]-2-azaspiro[3.3]heptane-2-carboxylate